ClC1=CC(=C(C=C1)C1=C2C(=C(N=N1)NC[C@@H]1OCCC1)C=NC=C2)OC(F)(F)F |r| 1-[4-chloro-2-(trifluoromethoxy)phenyl]-N-[[rac-(2R)-tetrahydrofuran-2-yl]methyl]pyrido[3,4-d]pyridazin-4-amine